C(C)(=O)O.N1(CCNCC1)C(=O)OC(C)(C)C tert-butyl piperazin-1-carboxylate acetate